methylenequinolinecarboxylate C=C1C(N=C2C=CC=CC2=C1)C(=O)[O-]